FC(F)(F)C1=NC=CC=C1 (trifluoromethyl)pyridin